ClC1=C(C[C@@]2(CCCC[C@@H]2C1)C)C=O (4aR,8aS)-3-Chloro-8a-methyl-1,4,4a,5,6,7,8,8a-octahydronaphthalene-2-carbaldehyde